tert-butyl (1R,2S,5S)-2-((1-(2,2,2-trifluoroethyl)-1H-pyrazol-3-yl) carbamoyl)-3-azabicyclo[3.1.0]hexane-3-carboxylate FC(CN1N=C(C=C1)NC(=O)[C@@H]1[C@@H]2C[C@@H]2CN1C(=O)OC(C)(C)C)(F)F